4-(4-((5-carbamoyl-2-(methylsulfanyl)pyrimidin-4-yl)amino)-2-fluorophenyl)piperidine-1-carboxylic acid tert-butyl ester C(C)(C)(C)OC(=O)N1CCC(CC1)C1=C(C=C(C=C1)NC1=NC(=NC=C1C(N)=O)SC)F